7-(tert-butoxycarbonylamino)-8,8-dimethyl-2-oxabicyclo[4.2.0]Octane-7-carboxylic acid C(C)(C)(C)OC(=O)NC1(C2CCCOC2C1(C)C)C(=O)O